C(CCCCCCC)(=O)[O-].[Cr+2].C(CCCCCCC)(=O)[O-] chromium(II) octanoate